[4-(4-aminopiperidine-1-carbonyl)-3-chloro-phenyl]-5-(2,3-difluoro-4-methoxy-phenyl)-1-methyl-imidazole-2-carboxamide NC1CCN(CC1)C(=O)C1=C(C=C(C=C1)C=1N=C(N(C1C1=C(C(=C(C=C1)OC)F)F)C)C(=O)N)Cl